N-(2-(hydroxy(phenyl)methyl)phenyl)acetamide OC(C1=C(C=CC=C1)NC(C)=O)C1=CC=CC=C1